1-[4-(5-Hydroxy-2-pyridyl)piperazin-1-yl]-2,2-diphenyl-ethanone OC=1C=CC(=NC1)N1CCN(CC1)C(C(C1=CC=CC=C1)C1=CC=CC=C1)=O